N1N=CC(=C1)C1=CC=C(C=C1)N1C(N(C2(C1)CCN(CC2)C(CO)=O)CC2=CC(=CC=C2)OC)=O 3-(4-(1H-pyrazol-4-yl)phenyl)-8-(2-hydroxyacetyl)-1-(3-methoxybenzyl)-1,3,8-triazaspiro[4.5]decan-2-one